P(=O)(OCN1N=C(N=C1C1=CC(=NN1CC)C)C1=C2C=NN(C2=CC(=C1)C(N)=O)C)(O)O [3-(6-carbamoyl-1-methyl-1H-indazol-4-yl)-5-(1-ethyl-3-methyl-1H-pyrazol-5-yl)-1H-1,2,4-triazol-1-yl]methyl dihydrogen phosphate